FC=1C=C(C=CC1)C(C(=O)N1[C@H]([C@@H]2[C@H](C1)CCC2)C(=O)N[C@@H](C[C@@H]2C(NCC2)=O)C(CF)=O)(F)F (1R,3aR,6aS)-2-(2-(3-fluorophenyl)-2,2-difluoroacetyl)-N-((S)-4-fluoro-3-oxo-1-((R)-2-oxopyrrolidin-3-yl)butan-2-yl)octahydrocyclopenta[c]pyrrole-1-carboxamide